C(C)[C@@H](COC(\C=C\C1=CC=C(C=C1)OC)=O)CCCC |r| (RS)-2-ethylhexyl-(2E)-3-(4-methoxyphenyl)prop-2-enoate